FC1CC(N2N=C(N=C21)C(=O)OCC)C2=NC=CC=C2F ethyl 7-fluoro-5-(3-fluoro-2-pyridinyl)-6,7-dihydro-5H-pyrrolo[1,2-b][1,2,4]triazole-2-carboxylate